(S)-2-allyl-5-((4-((2-hydroxy-1-phenylethyl)amino)-5-(1,2,4-oxadiazol-5-yl)pyridin-2-yl)amino)-3,3-dimethylisoindolin-1-one C(C=C)N1C(C2=CC=C(C=C2C1(C)C)NC1=NC=C(C(=C1)N[C@H](CO)C1=CC=CC=C1)C1=NC=NO1)=O